ClC1=NC=CC=C1C1(CC1)C(=O)OCC ethyl rac-(1S*,2S*)-(2-chloropyridin-3-yl)cyclopropane-1-carboxylate